NC1=CC=C(C=C1)C1=C(C=2N=CN=C(C2N1C1=C(C=C(C(=C1)F)OCC1=CC=CC=C1)F)O)C 6-(4-aminophenyl)-5-[4-(benzyloxy)-2,5-difluorophenyl]-7-methylpyrrolo[3,2-d]pyrimidin-4-ol